C(C)N1C(NC2=CC(=CC=C2C1=O)CN1CCN(CC1)C1=C(C=C(C(=O)NC)C=C1)C)=O 4-(4-((3-ethyl-2,4-dioxo-1,2,3,4-tetrahydroquinazolin-7-yl)methyl)piperazin-1-yl)-3-methyl-N-methylbenzamide